2-methylpropane-2-sulfonic acid CC(C)(C)S(=O)(=O)O